CC12CC(C1)(C2)NC(C(N2CC([C@H]([C@@]21CC(CC1)(F)F)O)(F)F)=O)=O N-(3-Methylbicyclo[1.1.1]pentan-1-yl)-2-oxo-2-((4S,5R)-3,3,7,7-tetrafluoro-4-hydroxy-1-azaspiro[4.4]nonan-1-yl)acetamide